N-(6-chloropyrimidine-4-yl)cyclopropylcarboxamide ClC1=CC(=NC=N1)NC(=O)C1CC1